ClC1=C(C=CC=C1F)C=1CCS(C2=C(C1C1=CC=C(C=C1)O[C@@H]1CN(CC1)CCCF)C=CC(=C2)O)(=O)=O 4-(2-Chloro-3-fluorophenyl)-5-[4-[(3S)-1-(3-fluoropropyl)pyrrolidin-3-yl]oxyphenyl]-1,1-dioxo-2,3-dihydro-1λ6-benzothiepin-8-ol